tert-butyl L-phenylalaninate hydrochloride Cl.N[C@@H](CC1=CC=CC=C1)C(=O)OC(C)(C)C